3-chloro-5-((dimethylamino)methyl)picolinaldehyde ClC=1C(=NC=C(C1)CN(C)C)C=O